1-(2-(3-fluoro-4-methylphenyl)-2H-pyrazolo[3,4-d]pyrimidin-4-yl)-N-((3-fluorobenzo[b]thiophen-5-yl)methyl)piperidine-3-carboxamide FC=1C=C(C=CC1C)N1N=C2N=CN=C(C2=C1)N1CC(CCC1)C(=O)NCC1=CC2=C(SC=C2F)C=C1